FC1=CC=C(C=C1)[C@H]([C@@H](C(C)C)O)O 1-(4-fluorophenyl)-3-methyl-(R,R)-1,2-butanediol